N-[(2R)-6-(benzyloxy)-8-fluoro-7-(1,1,4-trioxo-1λ6,2,5-thiadiazolidin-2-yl)-1,2,3,4-tetrahydronaphthalen-2-yl]acetamide C(C1=CC=CC=C1)OC=1C=C2CC[C@H](CC2=C(C1N1S(NC(C1)=O)(=O)=O)F)NC(C)=O